sodium (S)-3-(3-(1,6-dimethyl-4-oxido-2-oxo-1,2-dihydropyridin-3-yl)ureido)-3-(2-fluoro biphenyl-3-yl)propanoate CN1C(C(=C(C=C1C)[O-])NC(N[C@@H](CC(=O)[O-])C=1C(=C(C=CC1)C1=CC=CC=C1)F)=O)=O.[Na+].[Na+]